FC(C1=NN(C(=C1)C(=O)N1[C@@H](C2=C(CC1)NC=N2)C2=NN1C(C=CC=C1C)=C2)C)F (S)-(3-(difluoromethyl)-1-methyl-1H-pyrazol-5-yl)(4-(7-methylpyrazolo[1,5-a]pyridin-2-yl)-6,7-dihydro-1H-imidazo[4,5-c]pyridin-5(4H)-yl)methanone